C1(CC1)C1=CC=C(C=C1)C1=CN=CO1 5-(4-cyclopropylphenyl)oxazole